N-(1-(2,3-dihydroxypropyl)-6-fluoro-2-(1-hydroxy-2-methylpropan-2-yl)-1H-indol-5-yl)cyclopropanecarboxamide OC(CN1C(=CC2=CC(=C(C=C12)F)NC(=O)C1CC1)C(CO)(C)C)CO